endo-methyl 7-(methoxy(methyl)carbamoyl)-2-azabicyclo[2.2.2]oct-5-ene-2-carboxylate CON(C(=O)C1C2N(CC(C=C2)C1)C(=O)OC)C